NC(C(=O)N1CC(C1)OC1=C(C2=C(CCB(O2)O)C=C1)C(=O)O)C1=CC(=C(C=C1)O)O 7-({1-[amino(3,4-dihydroxyphenyl)acetyl]azetidin-3-yl}oxy)-2-hydroxy-3,4-dihydro-2H-1,2-benzoxaborinine-8-carboxylic acid